F[C@@H]1[C@]2(C=C[C@@](C[C@@H]1OC1=CC=C(N=N1)C1=C(C=C(C=C1)N1C=NN=C1)O)(N2C)C)C 2-(6-(((1R,2R,3S,5R)-2-fluoro-1,5,8-trimethyl-8-azabicyclo[3.2.1]oct-6-en-3-yl)oxy)pyridazin-3-yl)-5-(4H-1,2,4-triazol-4-yl)phenol